[Si](C)(C)(C(C)(C)C)OC=1C(=C(C(=O)OC)C=CC1C#N)C methyl 3-[tert-butyl(dimethyl)silyl]oxy-4-cyano-2-methyl-benzoate